NC=1C=C(C=C(C1)N)C(OC1C(C2CC[C@H]3[C@@H]4CC[C@H]([C@@H](CCCC(C)C)C)[C@]4(CC[C@@H]3[C@]2(CC1)C)C)(C)C)(F)F 3-(1-(3,5-diaminophenyl)-1,1-difluoromethoxy)-4,4-dimethylcholestane